4-hydroxy-6,7-dihydro-5H-pyrrolo[2,3-D]pyrimidine OC=1C2=C(N=CN1)NCC2